CN1CCC2=C(CC1)C=CC(=N2)NN2C(C1=CC=CC(=C1C2)C=2C=NN1C2C=CC(=C1)C)=O ((7-methyl-6,7,8,9-tetrahydro-5H-pyrido[2,3-d]azepin-2-yl)amino)-4-(6-methylpyrazolo[1,5-a]pyridin-3-yl)isoindolin-1-one